FC([C@@H]1[C@H](C1)C(CC(=O)O)=O)F 3-((1S,2S)-2-(difluoromethyl)cyclopropyl)-3-oxopropanoic acid